methyl ((4-bromophenoxy) (((2S,5R)-5-(5-methyl-2-oxo-4-thioxo-3,4-dihydropyrimidin-1(2H)-yl)-2,5-dihydrofuran-2-yl) methoxy) phosphoryl)-L-alaninate BrC1=CC=C(OP(=O)(OC[C@H]2O[C@H](C=C2)N2C(NC(C(=C2)C)=S)=O)N[C@@H](C)C(=O)OC)C=C1